NC1CCC(CC1)(C)CCOC1=CC(=C(C=C1F)S(=O)(=O)NC1=NC=NS1)F 4-(2-(4-amino-1-methylcyclohexyl)ethoxy)-2,5-difluoro-N-(1,2,4-thiadiazol-5-yl)benzenesulfonamide